C(=C)C1=C(CCl)C=CC=C1 o-vinyl-benzyl chloride